BrCC(=O)C=1C=NC=CC1 2-bromo-1-(pyridin-3-yl)ethan-1-one